6-chloro-2-(hexahydropyrrolo[1,2-a]pyrazin-2(1H)-yl)-N-(2-(morpholinesulfonyl)ethyl)pyrido[3,4-d]pyrimidin-4-amine ClC1=CC2=C(N=C(N=C2NCCS(=O)(=O)N2CCOCC2)N2CC3N(CC2)CCC3)C=N1